(diphenyltriazinyl)[(biphenylyl)dibenzofuranyl]pyridine C1(=CC=CC=C1)C1=C(C(=NN=N1)C=1C(=NC=CC1)C1=C(C=CC=2OC3=C(C21)C=CC=C3)C3=C(C=CC=C3)C3=CC=CC=C3)C3=CC=CC=C3